C(C)SC=1C=C(C=NC1C1=NC=C2N1C=CC=C2OCC(C(F)(F)F)(F)F)OC(C#N)(C)C 2-[[5-ethylsulfanyl-6-[8-(2,2,3,3,3-penta-fluoropropoxy)imidazo[1,5-a]pyridin-3-yl]-3-pyridyl]oxy]-2-methyl-propanenitrile